4-(4-(3,3-dimethyl-5-(4-methyl-1H-imidazol-1-yl)-2,3-dihydro-1H-pyrrolo[3,2-b]pyridin-1-yl)pyrimidin-2-yl)-N1-(2-(dimethylamino)ethyl)-5-methoxy-N1-methylbenzene-1,2,4-triamine CC1(CN(C=2C1=NC(=CC2)N2C=NC(=C2)C)C2=NC(=NC=C2)C2(CC(=C(C=C2OC)N(C)CCN(C)C)N)N)C